butyl 1-(3-cyanophenyl)-5-(furan-2-yl)-1H-pyrazole-3-carboxylate C(#N)C=1C=C(C=CC1)N1N=C(C=C1C=1OC=CC1)C(=O)OCCCC